(5-((7-ethyl-7-azaspiro[3.5]nonan-5-yl)oxy)-1-oxoisoindolin-2-yl)piperidine-2,6-dione C(C)N1CC(C2(CCC2)CC1)OC=1C=C2CN(C(C2=CC1)=O)N1C(CCCC1=O)=O